BrC1=NC(=CC(=C1[N+](=O)[O-])Br)C 2,4-Dibromo-6-methyl-3-nitropyridine